O=C1O[C@]2(C(N1CC(N1CCCC3=CC=C(C=C13)C(F)(F)F)=O)=O)CCC1=CC(=CC=C12)NC(=O)NC (R)-1-(2',4'-dioxo-3'-(2-oxo-2-(7-(trifluoromethyl)-3,4-dihydroquinolin-1(2H)-yl)ethyl)-2,3-dihydrospiro[indene-1,5'-oxazolidine]-5-yl)-3-methylurea